CC=1N=C(C2=C(N1)N(C(C(=C2)N2CCOCC2)=O)C)N[C@H](C)C2=CC(=CC=C2)C(F)(F)F 2,8-dimethyl-6-(morpholin-4-yl)-4-[[(1R)-1-[3-(trifluoromethyl)phenyl]ethyl]amino]-7H,8H-pyrido[2,3-d]pyrimidin-7-one